2-[(6,7-dichloro-3-iodo-indol-1-yl)methoxy]ethyl-trimethyl-silane ClC1=CC=C2C(=CN(C2=C1Cl)COCC[Si](C)(C)C)I